1,5-diiodopentan-2-ylacetate ICC(CCCI)CC(=O)[O-]